(4-(1-(2,2-Difluoroethyl)-2-(trifluoromethyl)-1H-imidazo[4,5-c]pyridin-4-yl)-3-fluorophenyl)-(morpholin-4-yl)methanon FC(CN1C(=NC=2C(=NC=CC21)C2=C(C=C(C=C2)C(=O)N2CCOCC2)F)C(F)(F)F)F